tin glycerate C(C(O)CO)(=O)[O-].[Sn+4].C(C(O)CO)(=O)[O-].C(C(O)CO)(=O)[O-].C(C(O)CO)(=O)[O-]